[N-]=C=O.C1CCCCCC1 cycloheptane isocyanate